tert-butyl (S)-3-(4-bromo-2-fluorophenyl)-2-((tert-butoxycarbonyl)amino)-2-methylpropanoate BrC1=CC(=C(C=C1)C[C@](C(=O)OC(C)(C)C)(C)NC(=O)OC(C)(C)C)F